C(C)OC1=CC=C(C2=CN(N=C12)C)C1=CC(=C(CN2C(C3=NC=CC=C3C2=O)([2H])[2H])C=C1)F 6-(4-(7-ethoxy-2-methyl-2H-indazol-4-yl)-2-fluorobenzyl)-6,7-dihydro-5H-pyrrolo[3,4-b]pyridin-5-one-7,7-d2